NC1=NC=2C=C(C(=CC2C2=C1COC2)C(=O)N2[C@@H](COCC2)C2=CC(=C(C=C2)F)C(F)(F)F)F (4-amino-7-fluoro-1,3-dihydrofuro[3,4-c]quinolin-8-yl)((3R)-3-(4-fluoro-3-(trifluoromethyl)phenyl)-4-morpholinyl)methanone